OC1=C(C(=O)O)C(=CC=C1)OC1CN(C1)C([C@@](N)(CO)C)=O 2-hydroxy-6-{[1-(2-methyl-L-seryl)azetidin-3-yl]oxy}benzoic acid